4-(1H-pyrazol-5-yl)-1,4-dihydro-5H-tetrazol-5-one N1N=CC=C1N1N=NNC1=O